FC1(CCOCC1)C1=NN=C(S1)C=1C(=C2C(=NC1)NC=C2)NC2C[C@@H]1[C@@H](CN(C1)C([C@H](C)O)=O)C2 (S)-1-((3aR,5R,6aS)-5-((5-(5-(4-fluorotetrahydro-2H-pyran-4-yl)-1,3,4-thiadiazol-2-yl)-1H-pyrrolo[2,3-b]pyridin-4-yl)amino)hexahydrocyclopenta[c]pyrrol-2(1H)-yl)-2-hydroxypropan-1-one